4-((2-(3,4-dichlorophenyl)-1-methyl-1H-imidazol-5-yl)thio)-1H-1,2,3-triazole-5-carboxylic acid 2,2,2-trifluoroacetate FC(C(=O)O)(F)F.ClC=1C=C(C=CC1Cl)C=1N(C(=CN1)SC=1N=NNC1C(=O)O)C